2-[2-(aminomethyl)-3,3-difluoro-allyl]-4-[5-[2-(3,4-dihydro-2H-1,4-benzoxazin-6-yl)ethynyl]-3-methyl-2-pyridinyl]-1,2,4-triazol-3-one NCC(CN1N=CN(C1=O)C1=NC=C(C=C1C)C#CC=1C=CC2=C(NCCO2)C1)=C(F)F